1,1a,6,6a-Tetrahydrocyclopropa[a]indene-1-carboxylic acid C1(C2C1CC=1C=CC=CC21)C(=O)O